C[Si](C1=CC2=NC=C(C=C2O1)C)(C)C trimethyl-(6-methylfuro[3,2-b]pyridin-2-yl)silane